4-(7-((1H-imidazol-1-yl)methyl)-5-(1-methyl-3-(trifluoromethyl)-1H-pyrazol-4-yl)-1-oxo-3,4-dihydroiSoquinolin-2(1H)-yl)-N-cyclopentyl-6-ethylquinoline-8-carboxamide N1(C=NC=C1)CC1=CC(=C2CCN(C(C2=C1)=O)C1=CC=NC2=C(C=C(C=C12)CC)C(=O)NC1CCCC1)C=1C(=NN(C1)C)C(F)(F)F